1-bromo-2,4,6-trifluorobenzene BrC1=C(C=C(C=C1F)F)F